2-((oxetan-3-ylmethyl)amino)pyrido[2,3-d]pyrimidin O1CC(C1)CNC=1N=CC2=C(N1)N=CC=C2